4'-(1-t-butyldioxy-1-methylethyl)acetophenone C(C)(C)(C)OOC(C)(C)C1=CC=C(C=C1)C(C)=O